5,8-Dichloro-3-isobutyryl-2-((pyrimidin-5-ylmethyl)sulfinyl)quinoline-4-carbonitrile ClC1=C2C(=C(C(=NC2=C(C=C1)Cl)S(=O)CC=1C=NC=NC1)C(C(C)C)=O)C#N